methyl-2-(1-methyl-1H-imidazol-2-yl)pyrrolo[2,1-f][1,2,4]triazin-4-ol CC=1C=CN2N=C(N=C(C21)O)C=2N(C=CN2)C